spiro[azetidine-3,1'-tetrahydronaphthalene]-2'-one C12(C(CCC3=CC=CC=C13)=O)CNC2